pentenyl sulfite S(=O)(OC=CCCC)[O-]